3-(4-(2-(Trifluoromethyl)phenyl)piperidine-1-carbonyl)-6,7-dihydro-1H-pyrazolo[4,3-c]pyridin FC(C1=C(C=CC=C1)C1CCN(CC1)C(=O)C1=NNC2=C1C=NCC2)(F)F